tert-butyl 3,3-difluoro-4-(1-(tetrahydro-2H-pyran-2-yl)-1H-pyrazol-4-yl)-3,6-dihydropyridine-1(2H)-carboxylate FC1(CN(CC=C1C=1C=NN(C1)C1OCCCC1)C(=O)OC(C)(C)C)F